3-bromo-5,5-dimethyl-4H-isoxazole BrC1=NOC(C1)(C)C